3-(5-(3-(isoxazol-4-yl)phenyl)-1H-pyrazol-3-yl)pyrrolidine-1-carbonitrile O1N=CC(=C1)C=1C=C(C=CC1)C1=CC(=NN1)C1CN(CC1)C#N